NC1=CC=C(C(=C1C(=O)N1C(CCCC1)C=1C=NN(C1)C)F)C=1C=C2C(=NC1)NCC21CCC(CC1)O (6-Amino-2-fluoro-3-(4-hydroxy-1',2'-dihydrospiro[cyclohexane-1,3'-pyrrolo[2,3-b]pyridin]-5'-yl)phenyl)(2-(1-methyl-1H-pyrazol-4-yl)piperidin-1-yl)methanone